(3-(1-(4-(3,5-dimethylisoxazol-4-yl)phenyl)ethyl)-1,2,3-oxadiazol-3-ium-5-yl)((2-(trifluoromethyl)pyridin-4-yl)carbamoyl)amide CC1=NOC(=C1C1=CC=C(C=C1)C(C)[N+]1=NOC(=C1)[N-]C(NC1=CC(=NC=C1)C(F)(F)F)=O)C